COC1=C(C(=CC(=C1)C1=NC2=C(N1C1COCC1)C=C(C=C2)N2CCN(CC2)S(=O)(=O)C)O)O 3-methoxy-5-(6-(4-(methylsulfonyl)piperazin-1-yl)-1-(tetrahydrofuran-3-yl)-1H-benzo[d]imidazol-2-yl)benzene-1,2-diol